7-((2,4-dimethylphenyl)sulfonyl)-2,7-diazaspiro[3.5]nonane CC1=C(C=CC(=C1)C)S(=O)(=O)N1CCC2(CNC2)CC1